N[C@H]1CS(C2=C(N(C1=O)CC1=CC=C(C=C1)Cl)C=C(C(=C2)F)C=2OC(=NN2)N2CCOCC2)(=O)=O (3R)-3-amino-5-[(4-chlorophenyl)methyl]-8-fluoro-7-(5-morpholino-1,3,4-oxadiazol-2-yl)-1,1-dioxo-2,3-dihydro-1lambda6,5-benzothiazepin-4-one